O=C1NC(CCC1N1C(N(C2=C1C=CC(=C2)N2C1CN(C(C2)CC1)C(=O)OC(C)(C)C)C)=O)=O tert-butyl 5-(1-(2,6-dioxopiperidin-3-yl)-3-methyl-2-oxo-2,3-dihydro-1H-benzo[d]imidazol-5-yl)-2,5-diazabicyclo[2.2.2]octane-2-carboxylate